C(C)(C)C1=C(C=CC=C1)C1N(CCN(C1)CC1=CC=C(C=C1)OC)C1CC2(C1)CCN(CC2)C2=CC=C(C(=O)O)C=C2 4-(2-(2-(2-isopropylphenyl)-4-(4-methoxybenzyl)piperazin-1-yl)-7-azaspiro[3.5]Nonan-7-yl)benzoic acid